NC1=NC(=NC(=C1)C)NC(=O)NC1=CC=C(C=C1)OC(F)(F)F 1-(4-amino-6-methylpyrimidin-2-yl)-3-(4-(trifluoromethoxy)phenyl)urea